CC1=CC=C(S1)C(=O)NC1=CC=C(C=C1)N1C2=C(NC(CC1=O)=O)C1=CC=CC=C1C=C2 5-[4-[(5-methylthiophen-2-yl)carbonyl-amino]phenyl]-1H-naphtho[1,2-b][1,4]diazepine-2,4(3H,5H)-dione